tert-butyl (4-chloro-3-((3-fluoro-5-iodopyridin-2-yl)carbamoyl)phenyl)carbamate ClC1=C(C=C(C=C1)NC(OC(C)(C)C)=O)C(NC1=NC=C(C=C1F)I)=O